2-fluoro-5-[(3S)-2-((S)-3-methyloxolane-3-carbonyl)-1,2-oxazolidin-3-yl]pyridine FC1=NC=C(C=C1)[C@H]1N(OCC1)C(=O)[C@@]1(COCC1)C